C(C)(C)(C)OC(=O)N1CCC2(CC(CO2)NC(=O)OCC2=CC=CC=C2)CC1 3-(((benzyloxy)carbonyl)amino)-1-oxa-8-azaspiro[4.5]decane-8-carboxylic acid tert-butyl ester